4-(4-(4-(6-fluoropyridin-3-yl)phenyl)-3,6-dihydropyridin-1(2H)-yl)-N-hydroxy-2-methyl-2-(methylsulfonyl)butanamide 8-methyl-2,3-dihydroquinoxaline-1-carboxylate CC=1C=CC=C2NCCN(C12)C(=O)O.FC1=CC=C(C=N1)C1=CC=C(C=C1)C=1CCN(CC1)CCC(C(=O)NO)(S(=O)(=O)C)C